C(=O)(O)C1=CC=C(C=C1)CNC(=O)C1=CC(=C(C(=O)O)C=C1O)O 4-(4-carboxyphenylmethylaminocarbonyl)2,5-dihydroxybenzoic acid